1-(3-(7-amino-1-(3-chloro-4-(pyridin-2-ylmethoxy)phenyl)-1H-pyrazolo[4,3-d]pyrimidin-3-yl)-5,6-dihydropyridin-1(2H)-yl)prop-2-en-1-one NC=1C2=C(N=CN1)C(=NN2C2=CC(=C(C=C2)OCC2=NC=CC=C2)Cl)C=2CN(CCC2)C(C=C)=O